CC=1N=C2N(C=C(C=C2C)C2=CC3=C(N=C(S3)OC3CCNCC3)C(=C2)F)C1 6-(2,8-Dimethylimidazo[1,2-a]pyridin-6-yl)-4-fluoro-2-[(piperidin-4-yl)oxy]-1,3-benzothiazol